ClC=1C(=NC=CC1SC=1N=CC(=NC1)N1C[C@@H]2[C@]([C@@H]2CC1)(C1=C(C=CC(=C1)F)F)CN)N1N=CC=C1 ((1S,6R,7R)-3-(5-((3-chloro-2-(1H-pyrazol-1-yl)pyridin-4-yl)thio)pyrazin-2-yl)-7-(2,5-difluorophenyl)-3-azabicyclo[4.1.0]heptan-7-yl)methanamine